Cl.CNC1=NC=CC(=N1)N1CCNCC1 N-methyl-4-(piperazin-1-yl)pyrimidin-2-amine hydrochloride